(4S,5S)-4-(3,4-difluorophenyl)-2-hydroxy-5-nitropiperidine-1-carboxylic acid tert-butyl ester C(C)(C)(C)OC(=O)N1C(C[C@H]([C@@H](C1)[N+](=O)[O-])C1=CC(=C(C=C1)F)F)O